[O-2].[Ce+3].[Cu+2].[Ti+4] titanium copper cerium oxide